4-(4-(4-chloro-1-ethyl-1H-imidazol-2-yl)benzyl)-2-(4-chloro-1-isopropyl-1H-pyrazol-5-yl)-6,7-dihydropyrazolo[1,5-a]pyrimidin-5(4H)-one ClC=1N=C(N(C1)CC)C1=CC=C(CN2C=3N(CCC2=O)N=C(C3)C3=C(C=NN3C(C)C)Cl)C=C1